(1R,2S,5S)-N-(2-amino-2-oxo-1-phthalazin-1-yl-ethyl)-3-[(2S)-3,3-dimethyl-2-[(2,2,2-trifluoroacetyl)amino]butanoyl]spiro[3-azabicyclo[3.1.0]hexane-6,1'-cyclopropane]-2-carboxamide NC(C(C1=NN=CC2=CC=CC=C12)NC(=O)[C@@H]1[C@@H]2[C@H](CN1C([C@H](C(C)(C)C)NC(C(F)(F)F)=O)=O)C21CC1)=O